5-hydroxy-benzo[c]selenophen OC1=CC=2C(=C[Se]C2)C=C1